NC1=NC=CC(=C1Cl)SC1=NNC2=NC(=C(N=C21)CO)N2CCC(CC2)(C(NC=2C=NN(C2)C)=N)C 1-{3-[(2-amino-3-chloropyridin-4-yl)thio]-5-(hydroxymethyl)-1H-pyrazolo[3,4-b]pyrazin-6-yl}-4-methyl-N-(1-methyl-1H-pyrazol-4-yl)piperidine-4-carboximidamide